BrCC1=C(C(=NN1[C@@H](CO[Si](C)(C)C(C)(C)C)C)OCC)I (R)-5-(bromomethyl)-1-(1-((tert-butyldimethylsilyl)oxy)propan-2-yl)-3-ethoxy-4-iodo-1H-pyrazole